4,6-dibromo-2,5-diphenylpyrimidine BrC1=NC(=NC(=C1C1=CC=CC=C1)Br)C1=CC=CC=C1